biphenyl-tetracarboxylic acid iron [Fe].C1(=C(C(=C(C(=C1)C(=O)O)C(=O)O)C(=O)O)C(=O)O)C1=CC=CC=C1